(S)-4-(7-((5-(1-amino-1,3-dihydrospiro[indene-2,4'-piperidine]-1'-yl)-6-(hydroxymethyl)pyrazin-2-yl)thio)-8-chloroimidazo[1,2-a]pyridin-2-yl)-N-methylbenzamide N[C@@H]1C2=CC=CC=C2CC12CCN(CC2)C=2N=CC(=NC2CO)SC2=C(C=1N(C=C2)C=C(N1)C1=CC=C(C(=O)NC)C=C1)Cl